C(C)(C)OC(OC(C)C)[SiH2]C1=CC=C(C=C1)C(=C)C diisopropyloxymethyl-(4-isopropenylphenyl)silane